ClC1=C(C2=C(NC1=O)C=CO2)C2=C(C=CC(=C2)Cl)N2N=NC(=C2)Cl 6-chloro-7-(5-chloro-2-(4-chloro-1H-1,2,3-triazol-1-yl)phenyl)furo[3,2-b]pyridin-5(4H)-one